FC(C1=CC=C(C=C1)/C=C/C(=O)C1=C(C=C(C=C1O)O)O)(F)F (E)-3-(4-(trifluoromethyl)phenyl)-1-(2,4,6-trihydroxyphenyl)prop-2-en-1-one